IC=1C=NC=C(C(=O)O)C1 5-Iodonicotinic acid